4-nitro-3-(2-phenylpyrrolidin-1-yl)benzaldehyde [N+](=O)([O-])C1=C(C=C(C=O)C=C1)N1C(CCC1)C1=CC=CC=C1